6-(5-amino-1-methyl-1H-pyrazol-4-yl)-4-((3-fluoropyridin-2-yl)thio)pyrazolo[1,5-a]pyridine-3-carbonitrile NC1=C(C=NN1C)C=1C=C(C=2N(C1)N=CC2C#N)SC2=NC=CC=C2F